4-{7-chloro-[1,2,4]triazolo[1,5-a]pyridin-5-yl}benzonitrile ClC1=CC=2N(C(=C1)C1=CC=C(C#N)C=C1)N=CN2